[N-](S(=O)(=O)C(F)(F)F)S(=O)(=O)C(F)(F)F.[N-](S(=O)(=O)C(F)(F)F)S(=O)(=O)C(F)(F)F.[Zn+2] zinc di[bis(trifluoromethanesulfonyl)imide]